Cl.CNCCCN=C=NCC 1-(3-methylaminopropyl)-3-ethylcarbodiimide hydrochloride